C(C)(C)(C)C(C(=O)O)Br.BrCC(=O)OC(C)(C)C tert-butyl 2-bromoacetate (t-butyl 2-Bromoacetate)